[3-(ethylmethylamino)propyl]methyldimethoxysilane C(C)N(CCC[Si](OC)(OC)C)C